N1=CN=C(C2=CC=C3C(=C12)C=CC3)N 7H-cyclopenta[h]quinazolin-4-amine